C(N)(=O)C=1C(=NN2C1N=C(C=C2C(=O)OCC)C)C ethyl 3-carbamoyl-2,5-dimethyl-pyrazolo[1,5-a]pyrimidine-7-carboxylate